C(CCCCCCCCCCCCCCCCC)N.N(C)CC(=O)O sarcosine octadecylamine salt